C(C)(C)(C)N1CCN(CC1)C=1C=CC(=NC1)N1CCN(C2=CC=CC=C12)C(=O)NC1[C@@H]2CC3CC(C[C@@H]1C3)(C2)C(N)=O 4-(5-(4-(tert-butyl)piperazin-1-yl)pyridin-2-yl)-N-((1R,3S,5s,7s)-5-carbamoyladamantan-2-yl)-3,4-dihydroquinoxaline-1(2H)-carboxamide